(2S,3R,4R)-1-acetyl-4-((4-cyano-2-methoxyphenyl)amino)-2-cyclopropyl-3-methyl-1,2,3,4-tetrahydroquinoline-6-carboxamide C(C)(=O)N1[C@H]([C@@H]([C@H](C2=CC(=CC=C12)C(=O)N)NC1=C(C=C(C=C1)C#N)OC)C)C1CC1